N=[Mn] aza-carbene manganese